C1(=CC=CC=C1)C=1N=CC(=NC1C1=CC=CC=C1)N(CCCCOCC(=O)NS(=O)(=O)C)C(C)C 2-{4-[(5,6-diphenyl-2-pyrazinyl)(isopropyl)amino]butoxy}-N-(methylsulfonyl)acetamide